N[C@H](C=1N=C2N(N=C(C=C2)CC2C(NC[C@@H](C2)C(F)(F)F)=O)C1)C12CC(C1)(C2)C (5R)-3-((2-((S)-amino(3-methylbicyclo[1.1.1]pentan-1-yl)methyl)imidazo[1,2-b]pyridazin-6-yl)methyl)-5-(trifluoromethyl)piperidin-2-one